methyl 7-(4-{acetyl [(1-methylcyclopropyl) methyl] amino} piperidin-1-yl)-3-oxa-9-azabicyclo[3.3.1]nonane-9-carboxylate C(C)(=O)N(C1CCN(CC1)C1CC2COCC(C1)N2C(=O)OC)CC2(CC2)C